2-[4-[6-[3-(3,4-difluorophenyl)-1H-pyrazol-4-yl]-1,5-naphthyridin-3-yl]pyrazol-1-yl]ethanamine FC=1C=C(C=CC1F)C1=NNC=C1C=1N=C2C=C(C=NC2=CC1)C=1C=NN(C1)CCN